N1=C(CN(C=C1)C=O)C=O 4-pyrazinediformaldehyde